1-{2-[(6-methoxy-2-methyl-1,2,3,4-tetrahydroisoquinolin-7-yl)amino]quinazolin-7-yl}azetidine-3-carboxamide COC=1C=C2CCN(CC2=CC1NC1=NC2=CC(=CC=C2C=N1)N1CC(C1)C(=O)N)C